(S)-7-(4-(3-aminopiperidin-1-yl)-6-((2-(2-fluoro-6-methoxyphenyl)pyrimidin-4-yl)amino)pyridin-3-yl)-4-methyl-2H-benzo[b][1,4]oxazin-3(4H)-one hydrochloride Cl.N[C@@H]1CN(CCC1)C1=C(C=NC(=C1)NC1=NC(=NC=C1)C1=C(C=CC=C1OC)F)C=1C=CC2=C(OCC(N2C)=O)C1